[Si](C)(C)(C(C)(C)C)OC[C@]1(CCNC1)F (2S,4R)-4-(((tert-butyldimethylsilyl)oxy)methyl)-4-fluoropyrrolidine